N1=CN=CC2=C1NC1=C2CCC1 5,6,7,8-tetrahydrocyclopenta[4,5]pyrrolo[2,3-d]pyrimidine